bis-(N,N-diethylaminoethyl)adipic acid C(C)N(CC)CCC(C(=O)O)(CCCC(=O)O)CCN(CC)CC